2-(3,5-bis(trifluoromethyl)benzyl)-6-ethoxy-N-((R)-2-hydroxy-2-((S)-1,2,3,4-tetrahydroisoquinolin-3-yl)ethyl)-1-oxoisoindoline-5-carboxamide hydrochloride Cl.FC(C=1C=C(CN2C(C3=CC(=C(C=C3C2)C(=O)NC[C@H]([C@H]2NCC3=CC=CC=C3C2)O)OCC)=O)C=C(C1)C(F)(F)F)(F)F